FC1([C@@H](C1)N1C=C(C(=CC1=O)NC1[C@@H]2CN(C[C@H]12)C)C(=O)N[C@H](C)C1=C(C(=CC=C1)C(F)(F)F)F)F 1-((R)-2,2-difluorocyclopropyl)-N-((R)-1-(2-fluoro-3-(trifluoromethyl)phenyl)ethyl)-4-(((1R,5S,6s)-3-methyl-3-azabicyclo[3.1.0]hexan-6-yl)amino)-6-oxo-1,6-dihydropyridine-3-carboxamide